C(C1=CC=CC=C1)N1CC(C1)(C(=O)OCC)C(=O)OCC diethyl 1-benzylazetidine-3,3-dicarboxylate